difluorostyrene C1=CC=C(C=C1)C=C(F)F